2-(9-(pyridin-2-yl)-2,6-dioxaspiro[4.5]decan-9-yl)ethylamine hydrochloride Cl.N1=C(C=CC=C1)C1(CCOC2(CCOC2)C1)CCN